2-(pyrimidin-5-yl)cyclopropane-1-carboxamide N1=CN=CC(=C1)C1C(C1)C(=O)N